COC1=CC=C(C=C1)C1=NC(=CC2=C1N=CN2C)C2CCN(CC2)S(=O)(=O)C 4-(4-methoxyphenyl)-1-methyl-6-(1-(methylsulfonyl)piperidin-4-yl)-1H-imidazo[4,5-c]pyridine